N,N,N',N'-tetrakis(2-methoxyethyl)-3,6-dimethyleneoct-4-ene-1,8-diamine COCCN(CCC(C=CC(CCN(CCOC)CCOC)=C)=C)CCOC